N1(C=NC=C1)C1=CC(=CC(=N1)C(=O)NC=1C=NC=NC1)C(F)(F)F 6-(1H-imidazol-1-yl)-N-(pyrimidin-5-yl)-4-(trifluoromethyl)picolinamide